C12CN(CC2C1)C1=C(C=C(C=C1F)CN1N=CC(=C1)C(=O)O)F 1-[(4-{3-Azabicyclo[3.1.0]hexan-3-yl}-3,5-difluorophenyl)methyl]-1H-pyrazole-4-carboxylic acid